N1N=CC2=CC=C(C=C12)NC1=NC(=NC=C1C)NC1=CC=C(C=C1)N1CCS(CC1)(=O)=O 4-(4-((4-((1H-indazol-6-yl)amino)-5-methylpyrimidine-2-yl)amino)phenyl)thiomorpholine 1,1-dioxide